N1N=CC(=C1)C1=CNC2=C(C=CC=C12)NC(C(CN1CCN(CC1)C)C1=CC(=CC=C1)C#N)=O N-(3-(1H-pyrazol-4-yl)-1H-indol-7-yl)-2-(3-cyanophenyl)-3-(4-methylpiperazin-1-yl)propanamide